2-(butylmercapto-sulfonyl)propionic acid C(CCC)SS(=O)(=O)C(C(=O)O)C